2-formyl-N,5-dimethyl-N-[2-[2-[5-(2-oxoindol-5-yl)pyrazol-1-yl]ethoxy]ethyl]-1H-pyrrole-3-carboxamide C(=O)C=1NC(=CC1C(=O)N(CCOCCN1N=CC=C1C1=CC2=CC(N=C2C=C1)=O)C)C